BrC1=C(C=CC(=C1)NC(C=C)=O)N(C(OC(C)(C)C)=O)CC1=CC=C(C=C1)C(F)(F)F tert-butyl N-[2-bromo-4-(prop-2-enoylamino)phenyl]-N-[[4-(trifluoromethyl)phenyl]methyl]carbamate